ClC=1N=C(C2=C(N1)N(C=C2)C2=CC=CC=C2)Cl 2,4-dichloro-7-phenyl-7H-pyrrolo[2,3-d]pyrimidine